3-(2H-benzo[d][1,2,3]triazol-2-yl)-2-hydroxy-5-methoxy-benzyl methacrylate C(C(=C)C)(=O)OCC1=C(C(=CC(=C1)OC)N1N=C2C(=N1)C=CC=C2)O